C(C)(C)N1C(N(C2=CC=3C(=NN=C(C3C=C21)N[C@H](C)C2=CC(=CC=C2)C(CO)(F)F)C)C)=O 3-isopropyl-1,8-dimethyl-5-[[(1R)-1-[3-(1,1-difluoro-2-hydroxy-ethyl)phenyl]ethyl]amino]imidazo[4,5-g]phthalazin-2-one